Methyl 1-(5-methyl-2-((tetrahydro-2H-pyran-4-yl)amino)pyrimidin-4-yl)-1H-imidazole-4-carboxylate CC=1C(=NC(=NC1)NC1CCOCC1)N1C=NC(=C1)C(=O)OC